(±)-(1-((2-((methylsulfinyl)methyl)-4-nitrophenoxy)methyl)cyclopropyl)carbamic acid tert-butyl ester C(C)(C)(C)OC(NC1(CC1)COC1=C(C=C(C=C1)[N+](=O)[O-])C[S@](=O)C)=O |r|